3-methylcyclopentan-1,2-dion CC1C(C(CC1)=O)=O